CC1=NC(=CC(=C1)C1=C(C(=NN1)C=1SC(=CN1)C1CCN(CC1)CCC)C(C)C)C 2-(5-(2,6-dimethylpyridin-4-yl)-4-isopropyl-1H-pyrazol-3-yl)-5-(1-propylpiperidin-4-yl)thiazole